CC(C[C@@H](C(=O)NC(/C=C/C(=O)OCC)C[C@H]1C(NCCC1)=O)NC([C@H](CC1=CC=CC2=CC=CC=C12)NC(=O)C=1SC=CC1C)=O)C Ethyl (E)-4-((S)-4-methyl-2-((S)-2-(3-methylthiophene-2-carboxamido)-3-(naphthalen-1-yl)propanamido)pentanamido)-5-((S)-2-oxopiperidin-3-yl)pent-2-enoate